C1C(C1=O)=O methylene diketone